(R)-N-(4-cyclobutyl-3-(3,3-dimethylcyclobutyl)-1-methyl-1H-pyrazol-5-yl)-2,2-difluorocyclopropane-1-carboxamide C1(CCC1)C=1C(=NN(C1NC(=O)[C@@H]1C(C1)(F)F)C)C1CC(C1)(C)C